3-(4-Chlorophenyl)-1-[2-(4-methylphenyl)ethyl]urea ClC1=CC=C(C=C1)NC(NCCC1=CC=C(C=C1)C)=O